Isopropyl (1S,3S)-3-((6-(3-methyl-4-(((tetrahydro-2H-pyran-2-yl)oxy)methyl)isoxazol-5-yl)pyridin-3-yl)oxy)cyclohexane-1-carboxylate CC1=NOC(=C1COC1OCCCC1)C1=CC=C(C=N1)O[C@@H]1C[C@H](CCC1)C(=O)OC(C)C